FC=1C=CC2=C([C@H]3N(C[C@@H](O2)C3)C(=O)C3(CC(C3)C#N)C)C1 3-((2S,5S)-7-fluoro-2,3,4,5-tetrahydro-2,5-methanobenzo[f][1,4]oxazepine-4-carbonyl)-3-methylcyclobutane-1-carbonitrile